CC=1N=NN2C1C1=C(C(CC2)NC2=C(C=CC=C2)CCO)C=C(C=C1)C=1C=NN(C1)C 2-(2-((1-methyl-9-(1-methyl-1H-pyrazol-4-yl)-6,7-dihydro-5H-benzo[c][1,2,3]triazolo[1,5-a]azepin-7-yl)amino)phenyl)ethan-1-ol